tert-butyl N-[1-[3-amino-2-hydroxy-4-[(6-methoxy-2-methyl-indazol-5-yl)carbamoyl]phenyl]-4-piperidyl]-N-cyclopropyl-carbamate NC=1C(=C(C=CC1C(NC1=CC2=CN(N=C2C=C1OC)C)=O)N1CCC(CC1)N(C(OC(C)(C)C)=O)C1CC1)O